1-[2-fluoro-4-methyl-5-[(2,2,2-trifluoroethyl)sulfinyl]phenyl]-3-(trifluoromethyl)-1H-1,2,4-triazole FC1=C(C=C(C(=C1)C)S(=O)CC(F)(F)F)N1N=C(N=C1)C(F)(F)F